O1C(OCC1)C1=CC=CC2=NSN=C21 4-(1,3-dioxolan-2-yl)-2,1,3-benzothiadiazole